C1(CC1)NC(C(=O)NC(C(N[C@@H](C[C@H]1C(NCC1)=O)C(COC(F)(F)F)=O)=O)CC1(CC1)C)=O N1-cyclopropyl-N2-(3-(1-methylcyclopropyl)-1-oxo-1-(((S)-3-oxo-1-((S)-2-oxopyrrolidin-3-yl)-4-(trifluoromethoxy)butan-2-yl)amino)propan-2-yl)oxalamide